ClC1=C(C=C(C=2C(=C3N(C12)CCN(C3)C=3SC(=NN3)C)C=3C=NN(C3)C3OCCCC3)OCC#N)Cl 2-[[6,7-Dichloro-2-(5-methyl-1,3,4-thiadiazol-2-yl)-10-(1-tetrahydropyran-2-ylpyrazol-4-yl)-3,4-dihydro-1H-pyrazino[1,2-a]indol-9-yl]oxy]acetonitrile